2-[(2-ethoxyphenoxy)methyl]oxirane C(C)OC1=C(OCC2OC2)C=CC=C1